2-(1-acryloylazetidin-3-yl)-4-(4-(trifluoromethyl)phenyl)isoquinolin-1(2H)-one C(C=C)(=O)N1CC(C1)N1C(C2=CC=CC=C2C(=C1)C1=CC=C(C=C1)C(F)(F)F)=O